C(C1=CC=CC=C1)OC1=CC(=C(C(=C1)F)N=C(N)C1=C(C=2N(N=C1)C=C(C2)Br)Cl)Cl N'-(4-benzyloxy-2-chloro-6-fluoro-phenyl)-6-bromo-4-chloro-pyrrolo[1,2-b]pyridazine-3-carboxamidine